FC1=C(COC2=CC=C(C=O)C=C2Cl)C=CC=C1C1=C(C=CC(=C1)F)F 4-[2-fluoro-3-(2,5-difluorophenyl)benzyloxy]5-chlorobenzaldehyde